3-[4-(1,2,3,6-tetrahydropyridin-4-yl)phenyl]piperidine-2,6-dione N1CCC(=CC1)C1=CC=C(C=C1)C1C(NC(CC1)=O)=O